CC1=C(C=2N(C=C1C=1NC3=CC=C(C=C3C1C(C)C)C1CCN(CC1)CC(C)(O)C)C=NN2)C 1-(4-(2-(7,8-dimethyl-[1,2,4]triazolo[4,3-a]pyridin-6-yl)-3-isopropyl-1H-indol-5-yl)piperidin-1-yl)-2-methylpropan-2-ol